[Na+].[Na+].C(CCCCCCCCCCC(=O)[O-])(=S)[O-] thiododecanedioic acid disodium salt